N1(N=CC=C1)C1=C2C=CC(=NC2=CC=C1)C(=O)O 5-(1H-pyrazol-1-yl)quinoline-2-carboxylic acid